6-methoxy-1-(phenylsulfonyl)-1H-indole-2-carbaldehyde COC1=CC=C2C=C(N(C2=C1)S(=O)(=O)C1=CC=CC=C1)C=O